ClC=1C=NN(C1)C1=C(C=C(C=C1)NC(CC1=C(C=CC=C1)C(F)(F)F)=O)S(N)(=O)=O N-[4-(4-chloro-1H-pyrazol-1-yl)-3-sulfamoylphenyl]-2-[2-(trifluoromethyl)phenyl]acetamide